NC1=NC(=NC=C1C(F)F)C1=C(C=C2C(N(C=NC2=C1)CCC[C@@H](NC=1C=NNC(C1C(F)(F)F)=O)C1CC1)=O)F (R)-7-(4-amino-5-(difluoromethyl)pyrimidin-2-yl)-3-(4-cyclopropyl-4-((6-oxo-5-(trifluoromethyl)-1,6-dihydropyridazin-4-yl)amino)butyl)-6-fluoroquinazolin-4(3H)-one